C1=CC=CC=2C3=CC=CC=C3C(C12)COC(=O)N1[C@@H](CC[C@@H]1C1=CC=C(C=C1)C)C(=O)O (2S,5R)-1-(((9H-fluoren-9-yl)methoxy)carbonyl)-5-(p-tolyl)pyrrolidine-2-carboxylic acid